tert-butyl N-[(E)-4-[(5-carbamoyl-3-nitro-2-pyridyl)amino]but-2-enyl]carbamate C(N)(=O)C=1C=C(C(=NC1)NC/C=C/CNC(OC(C)(C)C)=O)[N+](=O)[O-]